6-(difluoromethyl)-N-[2-[4-(hydroxymethyl)cyclohexyl]pyrazolo[3,4-c]pyridin-5-yl]pyridine-2-carboxamide FC(C1=CC=CC(=N1)C(=O)NC1=CC=2C(C=N1)=NN(C2)C2CCC(CC2)CO)F